[I-].FC=1C=CC2=C([N+](=C(S2)C=CC2=CC=C(C=C2)N2CCCCC2)C)C1 5-fluoro-3-methyl-2-(4-(piperidin-1-yl)styryl)benzo[d]thiazol-3-ium iodide